C(CCCCCCCCCCC)N(CCC1N(CCN(C1)CCN(CCCCCCCCCCCC)CCCCCCCCCCCC)CCNCCCCCCCCCCCC)CCCCCCCCCCCC [2-(didodecylamino)ethyl]N1,N4,N4-tridodecyl-1,4-piperazinediethylamine